[Al].[Ag].[Cu] copper-silver aluminum